N-(3-(5-amino-1H-1,2,4-triazol-3-yl)phenyl)-4-fluoro-7-methyl-1H-indole NC1=NC(=NN1)C=1C=C(C=CC1)N1C=CC2=C(C=CC(=C12)C)F